2-methoxy-5-(methylamino)cyclohexa-2,5-diene-1,4-dione COC=1C(C=C(C(C1)=O)NC)=O